OC=1C=C(C(=O)OCC(COC(C2=CC(=C(C(=C2)O)O)O)=O)(COC(C2=CC(=C(C(=C2)O)O)O)=O)C)C=C(C1O)O [2-methyl-3-(3,4,5-trihydroxybenzoyl)oxy-2-[(3,4,5-trihydroxybenzoyl)oxymethyl]-propyl] 3,4,5-trihydroxybenzoate